NC=1C=CC(=C2C=CC(=CC12)C1=CC=CC(=N1)C(=O)NC1CCN(CC1)C)Cl 6-(8-amino-5-chloro-2-naphthyl)-N-(1-methyl-4-piperidyl)pyridine-2-carboxamide